CC1=NOC(=C1)[C@H]1N(CCC1)C 3-Methyl-5-[(2S)-1-methylpyrrolidin-2-yl]-1,2-oxazole